[N+](=O)([O-])C1=CC=C(C=N1)S(=O)(=O)NC1=NC(=CC(=N1)OC1=CC=CC=C1)C1=CC=CC=C1 6-nitro-N-(4-phenoxy-6-phenyl-pyrimidin-2-yl)pyridine-3-sulfonamide